S1C(=NC=C1)C12CCC(CC1)(CC2)OC(NC(C)C)=O N-isopropyl-carbamic acid (1-thiazol-2-yl-4-bicyclo[2.2.2]octanyl) ester